C(C1=CC=CC=C1)OC1CC(C1)N1N=C(C=2C1=NC=NC2N)I 1-(3-(benzyloxy)cyclobutyl)-3-iodo-1H-pyrazolo[3,4-d]Pyrimidin-4-amine